FC1(OC2=C(O1)C=CC(=C2)[C@H](C)OC2=CC=CC(=N2)N2N=C(C=1CCC[C@H](C21)OC21CC(C2)(C1)C(=O)O)C(F)(F)F)F 3-[[(7R)-1-[6-[(1S)-1-(2,2-difluoro-1,3-benzodioxol-5-yl)ethoxy]-2-pyridyl]-3-(trifluoromethyl)-4,5,6,7-tetrahydroindazol-7-yl]oxy]bicyclo[1.1.1]pentane-1-carboxylic acid